CO[C@@H]1CC[C@H](CC1)C(=O)O |r| trans-racemic-4-methoxycyclohexanecarboxylic acid